CC1=CC=C(C=C1)S(=O)(=O)O.C12CNCC(O1)C2 6-oxa-3-azabicyclo[3.1.1]heptane 4-methylbenzene-1-sulfonic acid salt